NC1=NC=CC(=C1Cl)SC=1C=CC=2C(=NC=C(N2)N2CCC3(CC2)[C@H](C2=CC=C(C=C2C3)Cl)N)N1 (R)-1'-(6-((2-amino-3-chloropyridin-4-yl)thio)pyrido[2,3-b]pyrazin-2-yl)-5-chloro-1,3-dihydrospiro[inden-2,4'-piperidin]-1-amine